C1N(CCC2=CC=CC=C12)C[C@H](CN1CCN(C2=C(C1=O)C=CC(=C2)CCC(F)(F)F)C)O 4-[(2R)-3-(3,4-dihydro-1H-isoquinolin-2-yl)-2-hydroxy-propyl]-1-methyl-8-(3,3,3-trifluoropropyl)-2,3-dihydro-1,4-benzodiazepin-5-one